BrC1=CC=C(CN2C(N(C(C2CCC(=O)NCCC(=O)NO)=O)C2=CC=C(C=C2)Cl)=O)C=C1 3-(3-(4-bromobenzyl)-1-(4-chlorophenyl)-2,5-dioxoimidazolin-4-yl)-N-(3-(hydroxylamino)-3-oxopropyl)propanamide